NC1=NN=C(S1)OCC1=C(C=C(C=N1)C(C)=O)F 1-(6-(((5-amino-1,3,4-thiadiazol-2-yl)oxy)methyl)-5-fluoropyridin-3-yl)ethanone